N6-(1-ethylpropyl)-3-methyl-N8-(2-pyridylmethyl)-[1,2,4]triazolo[4,3-b]pyridazine-6,8-diamine C(C)C(CC)NC=1C=C(C=2N(N1)C(=NN2)C)NCC2=NC=CC=C2